COC1=NC=CC=C1B1OC(C(O1)(C)C)(C)C 2-methoxy-3-(4,4,5,5-tetramethyl-[1,3,2]dioxaborolan-2-yl)-pyridine